FC(C=1C=C(C=C(C1)C(F)(F)F)C=1N=C(OC1)OCC(=O)O)(F)F ((4-(3,5-bis(trifluoromethyl)phenyl)-1,3-oxazol-2-yl)oxy)acetic acid